{[rel-(2R,3S)-3-(2-chlorophenyl)-2-(2,4-difluorophenyl)oxiran-2-yl]methyl}-1H-1,2,4-triazol-5-ylthiocyanate ClC1=C(C=CC=C1)[C@H]1[C@@](O1)(C1=C(C=C(C=C1)F)F)CN1N=CN=C1SC#N |o1:7,8|